1-(4-(dimethylamino)phenyl)-2,2,2-trifluoroethan-1-one CN(C1=CC=C(C=C1)C(C(F)(F)F)=O)C